S(=O)=CC(=O)OC1=CC=C(C=C1)Br (R)-4-bromo-phenyl sulfinylacetate